BrCCCCC[N+](C)(C)C (5-bromopentyl)-trimethylammonium